ClC=1N=C(C2=C(N1)C=C(O2)C2=NN(C=C2)C)N2CCOCC2 2-chloro-6-(1-methyl-1H-pyrazol-3-yl)-4-morpholinofuro[3,2-d]pyrimidine